OC1=C(C=O)C=CC(=C1)[N+](=O)[O-] 2-HYDROXY-4-NITROBENZALDEHYDE